CN1CCC(CC1)NC(=O)N1C[C@@H](C[C@@H](C1)C1=C2C=CC=NC2=C(C=C1)OC(F)(F)F)C (3R,5R)-3-methyl-5-(8-trifluoromethoxy-quinolin-5-yl)-piperidine-1-carboxylic acid (1-methyl-piperidin-4-yl)-amide